NC=1C=CC(=C2CN(C(C12)=O)CC(C#N)=C)C=1C=CC=2N(C1)C=C(N2)C2CC2 2-[(7-amino-4-{2-cyclopropylimidazo[1,2-a]pyridin-6-yl}-1-oxo-2,3-dihydro-1H-isoindol-2-yl)methyl]prop-2-enenitrile